benzo[d][1,3]dioxane-5-carboxylic acid methyl ester COC(=O)C1=CC=CC=2OCOCC21